C(C)(C)(C)N[C@@H](CC1=CC=C(C=C1)O)C(=O)O tertiary butyl-L-tyrosine